S1C=NC2=C1C=CC(=C2)[C@@H]2N(C[C@H](CC2)C)C(C(=O)[O-])=O 2-[(2R,5S)-2-(1,3-benzothiazol-5-yl)-5-methyl-1-piperidyl]-2-oxo-acetate